4-hydroxy-2,2-dimethyl-piperidine-1-carboxylic acid tert-butyl ester C(C)(C)(C)OC(=O)N1C(CC(CC1)O)(C)C